(S)-2-(4-(6-((4-(1-(difluoromethyl)-1H-pyrazol-4-yl)-2-fluorobenzyl)oxy)pyridin-2-yl)-2,5-difluorobenzyl)-1-(4,4-dimethyltetrahydrofuran-3-yl)-1H-benzo[d]imidazole-6-carboxylic acid FC(N1N=CC(=C1)C1=CC(=C(COC2=CC=CC(=N2)C2=CC(=C(CC3=NC4=C(N3[C@@H]3COCC3(C)C)C=C(C=C4)C(=O)O)C=C2F)F)C=C1)F)F